N-(3-chloro-5-(methylsulfonamido)phenyl)-5-(3-(1-(3-fluoro-5-(trifluoromethyl)phenyl)ethoxy)pyridin-2-yl)-1-methyl-1H-pyrrole-3-carboxamide ClC=1C=C(C=C(C1)NS(=O)(=O)C)NC(=O)C1=CN(C(=C1)C1=NC=CC=C1OC(C)C1=CC(=CC(=C1)C(F)(F)F)F)C